1-(1-(2,4-bis(trifluoromethyl)phenyl)ethyl)-5-methyl-4-nitro-1H-pyrazole FC(C1=C(C=CC(=C1)C(F)(F)F)C(C)N1N=CC(=C1C)[N+](=O)[O-])(F)F